ClC=1C(=C2C=NNC2=C(C1F)N1CC(C1)(F)F)C=1N=CC=2N(C1)C=C(N2)NC(=O)[C@H]2[C@H](C2)F (1S,2S)-N-(6-(5-chloro-7-(3,3-difluoroazetidin-1-yl)-6-fluoro-1H-indazol-4-yl)imidazo[1,2-a]pyrazin-2-yl)-2-fluorocyclopropane-1-carboxamide